NCCCOC([C@H](C)C1=CC(=CC=C1)C(C1=CC=CC=C1)=O)=O (alphaR)-3-benzoyl-alpha-methyl-phenyl-acetic acid 3-amino-propyl ester